(3-methoxy-2-(methoxymethyl)-2-methylpropyl)cyclohexane COCC(CC1CCCCC1)(C)COC